(R)-2-((tert-butyldimethylsilyl)oxy)propionic acid [Si](C)(C)(C(C)(C)C)O[C@@H](C(=O)O)C